C(C)(C)(C)OC(=O)N[C@H](C(=O)O)C1CCCCC1 (2S)-2-(tert-butoxycarbonylamino)-2-cyclohexylacetic acid